C[Si](CCOCN1N=C(N=C1)C(=O)OC)(C)C methyl 1-((2-(trimethylsilyl)ethoxy)methyl)-1H-1,2,4-triazole-3-carboxylate